N-(6-(N-(thien-2-ylsulfonyl)thiophene-2-sulfonylamino)benzo[d]thiazol-2-yl)cyclopentanecarboxamide S1C(=CC=C1)S(=O)(=O)N(C1=CC2=C(N=C(S2)NC(=O)C2CCCC2)C=C1)S(=O)(=O)C=1SC=CC1